P(=O)(OC1=C(C=CC=C1C)C)(OC1=C(C=CC=C1C)C)OC1=C(C=CC=C1C)C tris(2,6-dimethylphenyl) phosphate